FC=1C=CC2=C(C(NC[C@]3(CNCC3)O2)=O)C1 (S)-7-fluoro-3,4-dihydro-5H-spiro[benzo[f][1,4]oxazepine-2,3'-pyrrolidin]-5-one